Tert-butyl (R)-3-((S)-3-(3-((2-aminoethoxy)methyl)phenyl)-1-(tert-butoxy)-1-oxopropan-2-yl)pyrrolidine-1-carboxylate NCCOCC=1C=C(C=CC1)C[C@H](C(=O)OC(C)(C)C)[C@@H]1CN(CC1)C(=O)OC(C)(C)C